ClC=1C=C(C=CC1)[C@H](C(=O)N1CC2=C(N=C(NC2=O)C2(CC2)C=2C=NC=C(C2)C(C)C)CC1)O (R)-6-(2-(3-chlorophenyl)-2-hydroxyacetyl)-2-(1-(5-isopropylpyridin-3-yl)cyclopropyl)-5,6,7,8-tetrahydropyrido[4,3-d]pyrimidin-4(3H)-one